ClC=1C=NC2=C(C(=CC=C2C1)F)C=1C(=NC(=CC1)CC)N (3-chloro-7-fluoroquinolin-8-yl)-6-ethylpyridin-2-amine